COC(=O)[C@H]1N(CC[C@@H](C1)O)C(=O)OC(C)(C)C (2S,4S)-4-hydroxypiperidine-1,2-dicarboxylic acid O1-tert-butyl ester O2-methyl ester